tert-Butyl [(1R,3R)-1-(4-formyl-1,3-thiazol-2-yl)-1-hydroxy-4-methylpentan-3-yl]carbamate C(=O)C=1N=C(SC1)[C@@H](C[C@H](C(C)C)NC(OC(C)(C)C)=O)O